(3S)-3-(5-cyano-3-pyridinyl)-5-hydroxy-isoxazolidine-2-carboxylic acid tert-butyl ester C(C)(C)(C)OC(=O)N1OC(C[C@H]1C=1C=NC=C(C1)C#N)O